CC=1C=C(C(=O)NC2=CC=C(C=C2)[C@@H]2CNCCO2)C=CC1 |r| (RS)-3-Methyl-N-(4-(morpholin-2-yl)phenyl)benzamide